5-nitropyridin-4-amine [N+](=O)([O-])C=1C(=CC=NC1)N